methyl 6-chloro-8-fluoro-4-oxo-1,4-dihydroquinoline-2-carboxylate ClC=1C=C2C(C=C(NC2=C(C1)F)C(=O)OC)=O